ClC=1N=C(SC1)C=1N=NN(C1)[C@@H]1[C@H]([C@@H](SC=2C(=NC=C(C2)Cl)C#N)O[C@@H]([C@@H]1O)CO)OC 5-chloro-2-cyano-pyridine-3-yl 3-deoxy-3-[4-(4-chloro-thiazol-2-yl)-1H-1,2,3-triazol-1-yl]-2-O-methyl-1-thio-α-D-galactopyranoside